N1C=CC2=C(C=CC=C12)C1=CC(=CC(=N1)N=S(=O)(C)C)N1[C@@H](COCC1)C (R)-((6-(1H-indol-4-yl)-4-(3-methylmorpholino)pyridin-2-yl)imino)dimethyl-λ6-sulfanone